C(C1=CC=CC=C1)OC(=O)NCCCC[C@H](N)C(=O)O N6-[(benzyloxy)carbonyl]Lysine